1-fluoro(4-methoxyphenyl)ethane FC(C)C1=CC=C(C=C1)OC